(S)-2-((4-(2-((5-chloropyridin-2-yl)methoxy)thiazol-4-yl)-3,6-dihydropyridin-1(2H)-yl)methyl)-1-(oxetan-2-ylmethyl)-1H-benzo[d]imidazole-6-carboxylic acid ClC=1C=CC(=NC1)COC=1SC=C(N1)C=1CCN(CC1)CC1=NC2=C(N1C[C@H]1OCC1)C=C(C=C2)C(=O)O